FC1=C(C=CC(=C1)C(NC)=O)C=1N=C2SC3=C(N2C1)C=CC(=C3)C(=O)O 2-(2-fluoro-4-(methylcarbamoyl)phenyl)benzo[d]imidazo[2,1-b]thiazole-7-carboxylic acid